2-(1-(4-(4-methylpiperazin-1-yl) phenyl) ethyl)-10H-phenothiazinemalate CN1CCN(CC1)C1=CC=C(C=C1)C(C)C1=C(C=2NC3=CC=CC=C3SC2C=C1)C(C(C(=O)[O-])O)C(=O)[O-]